C(C)(C)(C)C1N([C@@H](CC2=NN3C(C(C[C@@H](CC3)CO)(F)F)=C21)C)C(=O)O.C[Se]N[C@@H](CS)C(=O)O |o1:14| Se-(methyl)seleno-L-cysteine (3R,9R*)-tert-Butyl-11,11-difluoro-9-(hydroxymethyl)-3-methyl-3,4,8,9,10,11-hexahydro-1H-pyrido[4',3':3,4]pyrazolo[1,5-a]azepine-2(7H)-carboxylate